ClC1=C(C(=C(CNC(C(C)C)=O)C=C1)F)C=1NC(C=C(N1)C=1C=NC(=CC1)OCC1CC1)=O N-(4-chloro-3-{4-[6-(cyclopropylmethoxy)pyridin-3-yl]-6-oxo-1,6-dihydropyrimidin-2-yl}-2-fluorobenzyl)isobutyramide